2-[(E)-2-(3-Methoxy-1-indanylidene)ethyl]-2H-isoindole-1,3-dione COC1C/C(/C2=CC=CC=C12)=C\CN1C(C2=CC=CC=C2C1=O)=O